5,7-dihydroxy-3,4-dihydro-2H-chromen-4-one OC1=C2C(CCOC2=CC(=C1)O)=O